N-{3-[(tetrahydropyran-4-yl)methoxy]-1-[(1r,4r)-4-[(2R,6S)-2,6-dimethylmorpholin-4-yl]cyclohexyl]-1H-pyrazol-4-yl}pyrimidin-2-amine O1CCC(CC1)COC1=NN(C=C1NC1=NC=CC=N1)C1CCC(CC1)N1C[C@H](O[C@H](C1)C)C